N2-benzyl-M-(4-chloro-3-(pyridin-2-yl)phenyl)pyridine-2,5-dicarboxamide C(C1=CC=CC=C1)NC(=O)C1=NC=C(C=C1C1=CC(=C(C=C1)Cl)C1=NC=CC=C1)C(=O)N